4-[4-(3-Fluoro-phenyl)-3-methyl-pyrazol-1-yl]-1H-pyrrolo[2,3-b]pyridine FC=1C=C(C=CC1)C=1C(=NN(C1)C1=C2C(=NC=C1)NC=C2)C